2-Chloro-4-methylpyrrolo[1,2-a]pyrimidine-8-carboxylic acid ethyl ester C(C)OC(=O)C=1C=CN2C1N=C(C=C2C)Cl